5-(1H-benzo[d]imidazol-1-yl)-2',6'-di-tert-butyl-[1,1'-biphenyl]-3-ol N1(C=NC2=C1C=CC=C2)C=2C=C(C=C(C2)C2=C(C=CC=C2C(C)(C)C)C(C)(C)C)O